N-[2-(5,6-dimethoxypyridin-2-yl)ethyl]-6-(dimethylamino)-N-[4-(4-methoxyphenyl)butan-2-yl]pyridine-2-carboxamide COC=1C=CC(=NC1OC)CCN(C(=O)C1=NC(=CC=C1)N(C)C)C(C)CCC1=CC=C(C=C1)OC